ClC=1N=C(C2=C(N1)CNCC2)N2C(COCC2)C 2-chloro-4-(3-methylmorpholinyl)-5,6,7,8-tetrahydropyrido[3,4-d]pyrimidin